Cl.CC=1C=NSC1C(C)OC=1C=2N(C=C(C1)C=1N=NN(C1C)C1CCNCC1)N=CC2C#N 4-[1-(4-methylisothiazol-5-yl)ethoxy]-6-[5-methyl-1-(4-piperidyl)triazol-4-yl]pyrazolo[1,5-a]pyridine-3-carbonitrile HCl